(s)-tert-butyl (1-((3-chloro-2-fluorobenzyl)amino)-1-oxo-3-(thiophen-2-yl)propan-2-yl)carbamate ClC=1C(=C(CNC([C@H](CC=2SC=CC2)NC(OC(C)(C)C)=O)=O)C=CC1)F